[Mo]=S MOLYBDENUM-SULFIDE